N1=C(N=CC=C1)C=1C(=NC=CN1)C(C)NC1=CC=NC2=C(C=C(C=C12)C(F)(F)F)C(F)(F)F N-[1-(3-pyrimidin-2-ylpyrazin-2-yl)ethyl]-6,8-bis(trifluoromethyl)quinolin-4-amine